3-(((S)-oxetan-2-yl)methyl)-3H-imidazo[4,5-b]pyridine-5-carboxylic acid isopropyl ester C(C)(C)OC(=O)C1=CC=C2C(=N1)N(C=N2)C[C@H]2OCC2